COC1=CC(=NN1)NC1=CC=C2C(=N1)N(C=N2)[C@@H](C)C=2C=NC=CC2 (S)-N-(5-methoxy-1H-pyrazol-3-yl)-3-(1-(pyridin-3-yl)ethyl)-3H-imidazo[4,5-b]pyridin-5-amine